FC(C1=CC=C(C=C1)C1CCN(CC1)C(=O)C1CC2(C1)NC(CC2)=O)(F)F (2r,4s)-2-(4-(4-(trifluoromethyl)phenyl)piperidine-1-carbonyl)-5-azaspiro[3.4]octan-6-one